(2E)-N-(2-chloro-4-fluorophenyl)-3-phenylprop-2-enoylamide ClC1=C(C=CC(=C1)F)[N-]C(\C=C\C1=CC=CC=C1)=O